N-(6-amino-5-methyl-3-pyridyl)-2-[(2R)-2-cyclopentyl-1-piperidyl]-2-oxo-acetamide NC1=C(C=C(C=N1)NC(C(=O)N1[C@H](CCCC1)C1CCCC1)=O)C